1,3-dimethyl-1H-pyrazole-4-carboxylic acid ethyl ester C(C)OC(=O)C=1C(=NN(C1)C)C